3-[3-(propan-2-yloxy)phenyl]aniline CC(C)OC=1C=C(C=CC1)C=1C=C(N)C=CC1